BrC1=C(C=2C=CN(C2C=C1)C)C(=O)OC methyl 5-bromo-1-methyl-1H-indole-4-carboxylate